COC(C1=C(C=CC(=C1)\C=C\C(N1C(C=CC1)=O)=O)OC)=O (E)-Methyl-2-methoxy-5-(3-oxo-3-(2-oxo-2,5-dihydro-1H-pyrrol-1-yl)prop-1-ene-1-yl)benzoate